C(C)OC(CCCC1=NC2=CC=CC=C2C(=C1)C)=O.C(C)[N+]1=CC(=CC=C1)CCO 1-ethyl-3-(2-hydroxyethyl)pyridinium Ethyl-4-(4-methylquinolin-2-yl)butanoate